FC=1C=CC2=C(CC(CC=3N2C(=NN3)[C@@H]3CC[C@H](CC3)OC3=NC=CC=C3)O)C1 8-Fluoro-1-[trans-4-(pyridin-2-yloxy)cyclohexyl]-5,6-dihydro-4H-[1,2,4]triazolo[4,3-a][1]benzazepin-5-ol